6-(4-(4-isopropylpiperazin-1-yl)phenyl)-1,2-dimethyl-4-(4-(oxetan-3-yl)piperazin-1-yl)-1H-benzo[d]imidazole C(C)(C)N1CCN(CC1)C1=CC=C(C=C1)C=1C=C(C2=C(N(C(=N2)C)C)C1)N1CCN(CC1)C1COC1